(S)-7-Bromo-6'-chloro-8'-(difluoromethoxy)-8-fluoro-3'H-spiro[chroman-4,2'-imidazo[1,2-a]pyridin] BrC1=CC=C2C(=C1F)OCC[C@]21N=C2N(C=C(C=C2OC(F)F)Cl)C1